CC1=C(C=C(C=C1)OC(=O)NC)C The molecule is a carbamate ester. It has a role as an EC 3.1.1.7 (acetylcholinesterase) inhibitor, a carbamate insecticide and an agrochemical. It derives from a methylcarbamic acid and a 3,4-xylenol.